Cl.N1(CCCC2=CC=CC=C12)C=1C=C2CCC=C(C2=CC1)CN [6-(1,2,3,4-tetrahydroquinolin-1-yl)-3,4-dihydronaphthalen-1-yl]methylamine, hydrochloride